FC(OC=1C=C(C=CC1)NC(OC1=CC=CC=C1)=O)F phenyl (3-(difluoromethoxy)phenyl)carbamate